Cl.C(C)N(CCOC(=O)C=1N2CC(C2SCC1)NC(CC=1SC=CC1)=O)CC 7-[(2-thienylacetyl)amino]-5-thia-1-azabicyclo[4.2.0]oct-2-ene-2-carboxylic acid 2-diethylaminoethyl ester hydrochloride